BrCC1CC2(C1)OCCO2 2-(bromomethyl)-5,8-dioxaspiro[3.4]octane